OC(C(=O)C1=CC=CC=C1)C 2-hydroxy-2-methyl-1-phenylethanone